BrC1=CC2=CN(N=C2C=C1OC)C12COC(C1)(C2)C 5-bromo-6-methoxy-2-(1-methyl-2-oxabicyclo[2.1.1]hexan-4-yl)-2H-indazole